BrC=1C=C(C2=C(C(=CO2)CO)C1)OCC1=NC=CC=C1 (5-bromo-7-(pyridin-2-ylmethoxy)benzofuran-3-yl)methanol